12-acetyl-3-chloro-10-methyl-5,6-dihydro-1,6-naphthyridino[5,6-b]quinazolin-8-one C(C)(=O)C=1C=C(C=C2C(N3C(=NC12)C=1C=CC(=NC1CC3)Cl)=O)C